ClC1=C(C(=O)NC2(CC2)C#N)C=C(C=C1)C=1C=NN(C1)C=1N(C=C(C1C(F)(F)F)C(C(F)(F)F)(F)F)C 2-chloro-N-(1-cyanocyclopropyl)-5-[1-[1-methyl-4-(1,1,2,2,2-pentafluoroethyl)-3-(trifluoromethyl)pyrrol-2-yl]pyrazol-4-yl]benzamide